2-hydroxy-2-methyl-terephthalic acid OC1(C(C(=O)O)C=CC(=C1)C(=O)O)C